COC(=O)C1C(CCCC1)C(=O)NC1=C(C2=C(S1)CCC2)C(=O)OC(C)(C)C tert-Butyl 2-[(2-methoxycarbonylcyclohexanecarbonyl)amino]-5,6-dihydro-4H-cyclopenta[b]thiophene-3-carboxylate